O=C1C2(C=3C(=NC=CC3)N1)CC1=C(N=C(S1)C(=O)N)C2 2'-oxo-1',2',4,6-tetrahydrospiro[cyclopenta[d]thiazole-5,3'-pyrrolo[2,3-b]pyridine]-2-carboxamide